3-[4-(triazol-1-ylmethyl)phenyl]-5-(trifluoromethyl)-1,2,4-oxadiazole N1(N=NC=C1)CC1=CC=C(C=C1)C1=NOC(=N1)C(F)(F)F